Cl.O1C[C@@H](CCC1)N (3R)-tetrahydropyran-3-amine hydrochloride